C=1C=CCCC1 4,5-Dihydrobenzol